NC=1C2=C(N=CN1)N(C(=C2C2=CC1=C([C@H](CO1)C1=NC(=CC=C1)C)C=C2)C2=CC=C(C=C2)NC(C(=C)C)=O)C (S)-N-(4-(4-amino-7-methyl-5-(3-(6-methylpyridin-2-yl)-2,3-dihydrobenzofuran-6-yl)-7H-pyrrolo[2,3-d]pyrimidin-6-yl)phenyl)methacrylamide